BrC1=CC=C(C=C1)CC(C)(C)N1CCC2(CCN(CC2)C(=O)OC(C)(C)C)CC1 tert-butyl 9-(1-(4-bromophenyl)-2-methylpropan-2-yl)-3,9-diazaspiro[5.5]undecane-3-carboxylate